3-{2-Benzenesulfonamido-2-[7-(4-methylpiperazin-1-yl)-1,3-benzothiazol-2-yl]ethyl}benzene-1-carboximidamide C1(=CC=CC=C1)S(=O)(=O)NC(CC=1C=C(C=CC1)C(N)=N)C=1SC2=C(N1)C=CC=C2N2CCN(CC2)C